N-cyclopentyl-4-morpholino-2-[(2E)-2-(m-tolylmethylene)hydrazino]pyrrolo[2,1-f][1,2,4]triazine-6-carboxamide C1(CCCC1)NC(=O)C=1C=C2C(=NC(=NN2C1)N/N=C/C=1C=C(C=CC1)C)N1CCOCC1